BrC1=CC=2C(C=N1)=NN(C2)C 5-bromo-2-methyl-2H-pyrazolo[3,4-c]pyridine